COC(CC1=C(C=C(C(=C1)OCC=C)Br)F)=O 2-(5-allyloxy-4-bromo-2-fluorophenyl)acetic acid methyl ester